acryloxy-2-hydroxypropyl phosphonate P(OCC(COC(C=C)=O)O)([O-])=O